1-ethyl-2,3-dimethyl-imidazole phosphate P(=O)(O)(O)O.C(C)N1C(N(C=C1)C)C